ClC1=C(C=C(C=C1)C=1N=CN(C1)[C@@H]1CC[C@H](OC1)C(=O)NC1(CCC1)OC(F)(F)F)F (2S,5R)-5-[4-(4-chloro-3-fluoro-phenyl)imidazol-1-yl]-N-[3-cis-(trifluoromethoxy)cyclobutyl]tetrahydropyran-2-carboxamide